1-cyclohexyl-4-{1-methyl-4-[3-({1-methyl-4-[1-(2,2,2-trifluoroethyl)imidazole-2-amido]pyrrol-2-yl}formamido)propanamido]imidazole-2-amido}pyrrole-2-carboxylic acid C1(CCCCC1)N1C(=CC(=C1)NC(=O)C=1N(C=C(N1)NC(CCNC(=O)C=1N(C=C(C1)NC(=O)C=1N(C=CN1)CC(F)(F)F)C)=O)C)C(=O)O